cyanoethyl-trifluorosilane C(#N)CC[Si](F)(F)F